3,4-Dichlorobenzyl (S)-(2-(hydroxycarbamoyl)chroman-8-yl)carbamate ONC(=O)[C@H]1OC2=C(C=CC=C2CC1)NC(OCC1=CC(=C(C=C1)Cl)Cl)=O